[Ni].[Si].[W] tungsten-silicon-nickel